(2-chloro-6,8-difluoro-7-(3-hydroxynaphthalen-1-yl)quinazolin-4-yl)-N,N-dimethyl-5,6,7,8-tetrahydro-4H-pyrazolo[1,5-a][1,4]diazepine-2-carboxamide ClC1=NC2=C(C(=C(C=C2C(=N1)C=1C(=NN2C1CNCCC2)C(=O)N(C)C)F)C2=CC(=CC1=CC=CC=C21)O)F